ClC=1C=C(C=CC1F)NC(N(C=1C=NC(=CC1)OC)CC1=NNC(=C1OC)C(F)F)=O (3-Chloro-4-fluorophenyl)-1-((5-(difluoromethyl)-4-methoxy-1H-pyrazol-3-yl)methyl)-1-(6-methoxypyridin-3-yl)urea